N-allyl-alanine C(C=C)N[C@@H](C)C(=O)O